(2-Methylcyclopropyl)methyl 4-[2-(4-fluorophenyl)-4-oxo-1,3-thiazolidin-3-yl]-3-methylbenzoate FC1=CC=C(C=C1)C1SCC(N1C1=C(C=C(C(=O)OCC2C(C2)C)C=C1)C)=O